C(C=C)SC1=NC(=NS1)C1=CC=CC=C1 5-Allylthio-3-phenyl-1,2,4-thiadiazole